(R)-2-(2-hydroxy-propan-2-yl)-N'-((2-phenyl-6,7-dihydro-5H-cyclopenta[b]pyridin-4-yl)carbamoyl)thiazole-5-sulfonimidamide OC(C)(C)C=1SC(=CN1)[S@@](=O)(N)=NC(NC1=C2C(=NC(=C1)C1=CC=CC=C1)CCC2)=O